BrC=1C(=C(C=CC1)C1=C(C(=O)N)C=CC(=C1)CC)C (3-bromo-2-methylphenyl)-4-ethylbenzamide